NC1=NC=NN2C1=C(C=C2C2CCN(CC2)C(C(C)C)=O)C2=CC=C(C=C2)NC(=O)C=2C(N(C(=C(C2)C=O)C)C2=NC=CC=C2)=O N-(4-(4-amino-7-(1-isobutyrylpiperidin-4-yl)pyrrolo[2,1-f][1,2,4]triazin-5-yl)phenyl)-5-formyl-6-methyl-2-oxo-2H-[1,2'-bipyridine]-3-carboxamide